1-(4-(8-chloro-5,6-dihydro-11H-benzo[5,6]cyclohepta[1,2-b]pyridin-11-ylidene)piperidin-1-yl)ethan-1-one ClC=1C=CC2=C(CCC=3C(=NC=CC3)C2=C2CCN(CC2)C(C)=O)C1